C(C)SC1=NN2C(N=C(C=C2)C2=CC=C(C=C2)OC(C(F)F)(F)F)=C1C1=NC=2C(=NC=C(C2)C(F)(F)F)N1C 2-(2-(ethylthio)-5-(4-(1,1,2,2-tetrafluoroethoxy)phenyl)pyrazolo[1,5-a]pyrimidin-3-yl)-3-methyl-6-(trifluoromethyl)-3H-imidazo[4,5-b]pyridine